C(C1=CC=CC=C1)(=O)O[C@@H]1OC([C@H]([C@]12[C@]13C(O[C@]2(C[C@@H]1OC(C3)=O)C(C)(C)C)=O)OC(C3=CC=CC=C3)=O)=O (2R,3S,3a'S,4S,6'R,7a'S)-6'-(tert-butyl)-2',4',5-trioxohexahydro-4'H,6'H-spiro[furan-3,8'-[3a,6]methanofuro[3,2-c]pyran]-2,4-diyl dibenzoate